N1CCC(CC1)C(=O)NC1=CC(=C(C(=O)OC)C=C1)C#CCNS(N)(=O)=O methyl 4-(piperidine-4-carboxamido)-2-(3-(sulfamoylamino)prop-1-yn-1-yl)benzoate